(2S,3R,4R,5S,6R)-2-(6-benzyl-7-chloro-2,3-dihydrobenzofuran-4-yl)-6-(hydroxymethyl)tetrahydro-2H-pyran-3,4,5-triol C(C1=CC=CC=C1)C1=C(C2=C(CCO2)C(=C1)[C@@H]1O[C@@H]([C@H]([C@@H]([C@H]1O)O)O)CO)Cl